8-chloro-2,4-diiodonaphthalen-1-amine ClC=1C=CC=C2C(=CC(=C(C12)N)I)I